BrC=1C(=NN(C1C(=O)OC)C=1SC(=C(N1)C1=CCC(CC1)C(F)(F)F)SC(C)C)C Methyl 4-bromo-1-(5-(isopropylthio)-4-(4-(trifluoromethyl) cyclohex-1-en-1-yl) thiazol-2-yl)-3-methyl-1H-pyrazole-5-carboxylate